HEXENYLSALICYLATE C(=CCCCC)OC=1C(C(=O)[O-])=CC=CC1